Tert-butyl (3,3-difluoro-2,6-dihydropyridine-1-carboxylate) FC1(CN(CC=C1)C(=O)OC(C)(C)C)F